C(C)(C)[C@H]1[C@@H](OS(O1)=O)C(=O)OCC1=CC=CC=C1 benzyl (4R,5S)-5-isopropyl-1,3,2-dioxathiolane-4-carboxylate 2-oxide